4-((1S,2S)-2-(difluoromethyl)cyclopropyl)-6-(2,4-dimethoxypyrimidin-5-yl)-3-(1-ethoxyvinyl)pyridazine FC([C@@H]1[C@H](C1)C1=C(N=NC(=C1)C=1C(=NC(=NC1)OC)OC)C(=C)OCC)F